N-(2-(1-(cis-4-isopropylcyclohexyl)-3-oxo-1H-spiro[isoquinoline-4,4-piperidin]-2(3H)-yl)ethyl)methanesulfonamide C(C)(C)[C@H]1CC[C@H](CC1)C1N(C(C2(CCNCC2)C2=CC=CC=C12)=O)CCNS(=O)(=O)C